COC(=O)C=1C=C2C(=CC1)NC(C21CCN(CC1)C(C1=C(C=CC=C1)Cl)=O)=O.CN(C(=O)C=1C=NC(=NC1)SC)C1=CC(=CC=C1)COC(CCNC)C1=CC=CC=C1 N-methyl-N-(3-((3-(methylamino)-1-phenylpropoxy)methyl)phenyl)-2-(methylsulfanyl)pyrimidine-5-carboxamide methyl-1'-(2-chlorobenzoyl)-2-oxospiro[indoline-3,4'-piperidine]-5-carboxylate